C(C1=CC=CC=C1)SC(=S)SCCC(=O)O (l)-3-(benzylthio-thiocarbonylthio)propionic acid